COC=1C=C(C=C2C=C(N=NC12)C([2H])([2H])[2H])C(=O)O 8-methoxy-3-(methyl-d3)cinnoline-6-carboxylic acid